(S)-2-(hydroxymethyl)-4-(trifluoromethyl)-2,3-dihydro-1H-pyrrole-1-carboxylic acid tert-butyl ester C(C)(C)(C)OC(=O)N1[C@@H](CC(=C1)C(F)(F)F)CO